C(#N)N1CC(CC1)NC(=O)C1CN(C(C1)=O)CC1=C(C=C(C=C1)F)F N-(1-cyanopyrrolidin-3-yl)-1-(2,4-difluoro-benzyl)-5-oxopyrrolidine-3-carboxamide